2,4-dimethyl-ethylbenzene CCCC1=CC=C(C=C1)C